5-(benzylthio)-1-oxo-1,7-naphthyridin-1-ium C(C1=CC=CC=C1)SC1=C2C=CC[N+](C2=CN=C1)=O